CC1(OB(OC1(C)C)C=1CN(CC1)C(=O)OC(C)(C)C)C tert-butyl 3-(4,4,5,5-tetramethyl-1,3,2-dioxaborolan-2-yl)-2H-pyrrole-1(5H)-carboxylate